4-(pyridin-4-yl)-1H-imidazol-2-amine N1=CC=C(C=C1)C=1N=C(NC1)N